OC(C(=O)N1CCNCC1)C 2-hydroxy-1-(piperazin-1-yl)propan-1-one